Methyl (S)-3-(5-(1-amino-2-(3,5-difluorophenyl)ethyl)-1-((2-(trimethylsilyl)ethoxy)methyl)1H-pyrazolo[4,3-b]pyridin-6-yl)benzoate hydrochloride Cl.N[C@@H](CC1=CC(=CC(=C1)F)F)C1=C(C=C2C(=N1)C=NN2COCC[Si](C)(C)C)C=2C=C(C(=O)OC)C=CC2